FC(C(=O)O)(F)F.COC1=CC=C(CN2C(C3=CC=CC=C3C(=N2)C2NCCC2)=O)C=C1 2-(4-methoxybenzyl)-4-(pyrrolidin-2-yl)phthalazin-1(2H)-one 2,2,2-trifluoroacetate